N-(4-([1,4'-bipiperidine]-1'-ylmethyl)phenyl)-4-iodo-3-methoxybenzamide N1(CCCCC1)C1CCN(CC1)CC1=CC=C(C=C1)NC(C1=CC(=C(C=C1)I)OC)=O